Cl.Cl.CC1=NN2C(C=C(C=C2)C=2C=CC(=C(C2)O)C2=CN=C(N=N2)N2C[C@@H](NCC2)C(C)C)=N1 5-(2-methyl[1,2,4]triazolo[1,5-a]pyridin-7-yl)-2-{3-[(3S)-3-(propan-2-yl)piperazin-1-yl]-1,2,4-triazin-6-yl}phenol dihydrochloride